3-phenyl-3-(4-(2-hydroxycarbonylethyl)carboxyethoxy-phenyl)-6-methoxy-7-morpholino-13,13-dimethyl-3H,13H-indeno[2',3':3,4]naphtho[1,2-b]pyran C1(=CC=CC=C1)C1(C=CC2=C(O1)C=1C=C(C(=CC1C1=C2C(C2=CC=CC=C21)(C)C)N2CCOCC2)OC)C2=C(C=C(C=C2)CCC(=O)O)OCCC(=O)O